Pentaerythritol tetrakis-(3-mercapto-propionat) SCCC(=O)OCC(COC(CCS)=O)(COC(CCS)=O)COC(CCS)=O